BrC1=C(N)C=CC=C1Cl 2-bromo-3-chloroaniline